C(C)N1CC(=C(C2=CC=C3C(=C12)C=CC=C3)O)C(C(F)(F)F)=O 1-ethyl-4-hydroxy-3-(2,2,2-trifluoroethane-1-On-1-yl)benzo[h]quinoline